C(C)C1=C(C=CC(=N1)N)C=1C=CC=C2C=CC(=NC12)C1CCOCC1 6-ethyl-5-(2-(tetrahydro-2H-pyran-4-yl)quinolin-8-yl)pyridin-2-amine